C(CCC)OC1=C(C=CC=C1)C1=NC(=NC(=N1)C1=C(C=CC=C1)OCCCC)C1=C(C=CC=C1)OCCCC 2,4,6-tris(2'-butoxyphenyl)-1,3,5-triazine